((2R)-1-((2-hydroxypropyl)amino)-3-methoxy-1-carbonylpropan-2-yl)carbamic acid tert-butyl ester C(C)(C)(C)OC(N[C@H](C(=C=O)NCC(C)O)COC)=O